ClC1=CC=C(C(=N1)C=1N=NN(N1)C)NC(C)C=1C=2C3=C(N(C(C2C=C(C1)C)=O)C([2H])([2H])[2H])N(N=C3)C3CN(CC3)CCC#N 3-(3-(9-(1-((6-chloro-2-(2-methyl-2H-tetrazol-5-yl)pyridin-3-yl)amino)ethyl)-7-methyl-4-(methyl-d3)-5-oxo-4,5-dihydro-3H-pyrazolo[3,4-c]isoquinolin-3-yl)pyrrolidin-1-yl)propanenitrile